FC1=C(C(=CC=C1)F)C1=C(C=CC2=C1C(=NO2)N2C(N1[C@H](CC2)C([C@@H](C1)NS(=O)(=O)C1CC1)(F)F)=O)F N-{(4aR,6R)-2-[4-(2,6-difluorophenyl)-5-fluoro-1,2-benzoxazol-3-yl]-5,5-difluoro-1-oxooctahydropyrrolo[1,2-c]pyrimidin-6-yl}cyclopropanesulfonamide